7-(2-hydroxy-4,6-dimethyl-phenyl)-N-methyl-2-[1-methyl-3-piperidyl]-1,8-naphthyridine-4-carboxamide OC1=C(C(=CC(=C1)C)C)C1=CC=C2C(=CC(=NC2=N1)C1CN(CCC1)C)C(=O)NC